4-crotonoxy-2,2,6,6-tetramethylpiperidine C(\C=C\C)(=O)OC1CC(NC(C1)(C)C)(C)C